5-{1-[(2,6-difluorophenyl)methyl]-3-(6-methoxypyridazin-3-yl)-5-[(methylamino)methyl]-2,4-dioxothieno[2,3-d]pyrimidin-6-yl}quinoline-8-carboxamide FC1=C(C(=CC=C1)F)CN1C(N(C(C2=C1SC(=C2CNC)C2=C1C=CC=NC1=C(C=C2)C(=O)N)=O)C=2N=NC(=CC2)OC)=O